[6-(3-cyclopropyl-1,2,4-triazol-1-yl)-2-azaspiro[3.3]heptan-2-yl]-[7-[[6-(trifluoromethyl)-3-pyridyl]methyl]-2,7-diazaspiro[3.4]octan-2-yl]methanone C1(CC1)C1=NN(C=N1)C1CC2(CN(C2)C(=O)N2CC3(C2)CCN(C3)CC=3C=NC(=CC3)C(F)(F)F)C1